6,7-dichloro-4-ethyl-1H-benzo[d][1,2]oxazin-1-one ClC=1C(=CC2=C(C(=NOC2=O)CC)C1)Cl